ClC1=CC=CC(=N1)CN1C[C@@H]2[C@H](C1)CC(C2)NC=2N=NC(=CC2)C2=C(C(=CC(=C2)F)F)F (3aR,5s,6aS)-2-((6-chloropyridin-2-yl)methyl)-N-(6-(2,3,5-trifluorophenyl)pyridazin-3-yl)octahydrocyclopenta[c]pyrrol-5-amine